5-methyl-4-(1-naphthyl)-2-(3-thienylmethyl)imidazole CC1=C(N=C(N1)CC1=CSC=C1)C1=CC=CC2=CC=CC=C12